methyl 3,3-dimethyl-5-hexenoate CC(CC(=O)OC)(CC=C)C